(N-phenylamino)methyl-silane tert-butyl-(1-(3-(4-chlorophenoxy)-2-hydroxypropyl)piperidin-4-yl)carbamate C(C)(C)(C)N(C(O)=O)C1CCN(CC1)CC(COC1=CC=C(C=C1)Cl)O.C1(=CC=CC=C1)NC[SiH3]